rac-tert-butyl (1-(7-fluoro-4-methoxy-2-methyl-1H-indol-1-yl)propan-2-yl)carbamate FC=1C=CC(=C2C=C(N(C12)C[C@@H](C)NC(OC(C)(C)C)=O)C)OC |r|